CN1C=2N(C3=CC=C(C=C3C1=O)C)C=NC2C2=CC=NN2 4,7-dimethyl-3-(1H-pyrazol-5-yl)imidazo[1,5-a]quinazolin-5(4H)-one